2-(4-(2-ethyl-2H-tetrazol-5-yl)phenyl)ethylamine C(C)N1N=C(N=N1)C1=CC=C(C=C1)CCN